8-azido-7-fluoro-5-(7-fluoro-3,4-dihydroquinolin-1(2H)-yl)-[1,2,4]triazolo[4,3-a]quinazoline N(=[N+]=[N-])C1=C(C=C2C(=NC=3N(C2=C1)C=NN3)N3CCCC1=CC=C(C=C31)F)F